amyl peroxide C(CCCC)OOCCCCC